2,2,6,6-tetramethylpiperidin-4-yl acrylate C(C=C)(=O)OC1CC(NC(C1)(C)C)(C)C